6-tert-butyl-2-methylphenol C(C)(C)(C)C1=CC=CC(=C1O)C